N1=C(C=CC=C1)C1=NN2C(NC=CC2=O)=C1 2-(2-pyridyl)-4H-pyrazolo[1,5-a]pyrimidin-7-one